NC1=NN(C=C1C#N)C1CCN(CC1)C(=O)C1(CCC1)C 3-amino-1-[1-(1-methylcyclobutanecarbonyl)-4-piperidyl]pyrazole-4-carbonitrile